tert-butyl (1-(5-(1-(4-(4-(2,6-difluorobenzyl)-5-oxo-4,5-dihydro-1H-1,2,4-triazol-1-yl)phenyl)-1-hydroxyethyl)-4-methylthiazol-2-yl)-3-methylazetidin-3-yl)carbamate FC1=C(CN2C=NN(C2=O)C2=CC=C(C=C2)C(C)(O)C2=C(N=C(S2)N2CC(C2)(C)NC(OC(C)(C)C)=O)C)C(=CC=C1)F